2-[6-amino-5-[(1R,5S)-8-[5-(4-piperidyl)pyrimidin-2-yl]-3,8-diazabicyclo[3.2.1]octan-3-yl]pyridazin-3-yl]phenol NC1=C(C=C(N=N1)C1=C(C=CC=C1)O)N1C[C@H]2CC[C@@H](C1)N2C2=NC=C(C=N2)C2CCNCC2